(R)-2-(N-t-butoxycarbonyl-amino)biphenyl-propanol C(C)(C)(C)OC(=O)N[C@]1(C(=CC=CC1)C1=CC=CC=C1)CCCO